2-(1-Pyridin-3-yl-azetidin-3-yl)-1-(5,8,8-trimethyl-3,6,8,9-tetrahydro-1H-7-oxa-2,4-diaza-cyclopenta[a]naphthalen-2-yl)-ethanone N1=CC(=CC=C1)N1CC(C1)CC(=O)N1CC=2C(=C3CC(OCC3=C(N2)C)(C)C)C1